FC1=C(CC2=NC3=C(N2C[C@H]2OCC2)C=C(C=C3)C(=O)O)C=C(C(=C1)C1=NC(=CC=C1)OCC=1C(=NC(=CC1)C#CC1=CN=C(S1)OC)F)F (S)-2-(2,5-difluoro-4-(6-((2-fluoro-6-((2-methoxythiazol-5-yl)ethynyl)pyridin-3-yl)methoxy)pyridin-2-yl)benzyl)-1-(oxetan-2-ylmethyl)-1H-benzo[d]imidazole-6-carboxylic acid